C(CCC)[C@H]1C([C@H]1C=1C(CCC1C)=O)(C)C ((1S,3R)-3-butyl-2,2-dimethylcyclopropyl)-3-methylcyclopent-2-en-1-one